1-{3-amino-6-[2-cyano-1-(2,7-diazaspiro[4.4]non-2-yl)benzene-4-yl]pyrazin-2-yl}pyrazole-4-carboxamide NC=1C(=NC(=CN1)C1=CC(=C(C=C1)N1CC2(CC1)CNCC2)C#N)N2N=CC(=C2)C(=O)N